2,2,6,6-tetramethyl-4-hydroxy-piperidine CC1(NC(CC(C1)O)(C)C)C